COC1=NC(=NN2C1=C(C=C2)C2=CC1=NC=CC=C1N2)NC2CC(C2)(O)C (1s,3s)-3-((4-methoxy-5-(1H-pyrrolo[3,2-b]pyridin-2-yl)pyrrolo[2,1-f][1,2,4]triazin-2-yl)amino)-1-methylcyclobutan-1-ol